azapyrannitrile O1C(N=CC=C1)C#N